The molecule is an organic bromide salt and a cyanine dye. It has a role as a fluorochrome. It contains a carbocyanin DBTC(1+). CCN1/C(=C/C(=C/C2=[N+](C3=C(S2)C=CC4=CC=CC=C43)CC)/C)/SC5=C1C6=CC=CC=C6C=C5.[Br-]